(E)-N'-(1-(6-methoxynaphthalen-2-yl)ethylidene)-2,4-dimethylbenzohydrazide COC=1C=C2C=CC(=CC2=CC1)\C(\C)=N\NC(C1=C(C=C(C=C1)C)C)=O